(3S)-1,1-dihydroxymethyl-tetrahydro-β-carboline OCC1(NCCC2C3=CC=CC=C3N=C12)CO